1,3,6-tricyanooxynaphthalene C(#N)OC1=CC(=CC2=CC(=CC=C12)OC#N)OC#N